7,8-diacetoxy-4-methylthiocoumarin C(C)(=O)OC1=CC=C2C(=CC(OC2=C1OC(C)=O)=S)C